BrN1C(C2=CC=CC=C2C1=O)=O 2-bromoisoindoline-1,3-dione